NC=1C=CC=CC1 m-aminobenzene